C1(CCCC1)C=1C2=C(N=C(N1)S(=O)(=O)C)NC(=C2)C(=O)NC2=C(C=CC=C2)OC cyclopentyl-N-(2-methoxyphenyl)-2-(methylsulfonyl)-7H-pyrrolo[2,3-d]pyrimidine-6-carboxamide